ClC=1SC2=C(N1)NC(=C2)C(=O)OCC ethyl 2-chloro-4H-pyrrolo[2,3-d]thiazole-5-carboxylate